Methyl (1R,2S,5S)-3-((S)-3,3-dimethyl-2-(methylsulfonamido)butanoyl)-6,6-dimethyl-3-azabicyclo[3.1.0]hexane-2-carboxylate CC([C@@H](C(=O)N1[C@@H]([C@H]2C([C@H]2C1)(C)C)C(=O)OC)NS(=O)(=O)C)(C)C